3-[(2-cyclopropylbenzyl)amino]pyridine C1(CC1)C1=C(CNC=2C=NC=CC2)C=CC=C1